The molecule is an N-icosenoylsphinganine in which the double bond is located at position 11 (the Z-geoisomer). It is a N-icosenoylsphinganine and a Cer(d38:1). It derives from an (11Z)-icos-11-enoic acid. CCCCCCCCCCCCCCC[C@H]([C@H](CO)NC(=O)CCCCCCCCC/C=C\\CCCCCCCC)O